O=C1NC(CCC1N1C(C2=CC=C(C=C2C1=O)N(C1C(CCCC1)NC)C)=O)=O 2-(2,6-dioxopiperidin-3-yl)-5-(methyl(2-(methylamino)cyclohexyl)amino)isoindoline-1,3-dione